5-(2,6-difluorophenyl)-8-phenyl-6,8-dihydro-1H-dipyrazolo[3,4-d:3',4'-f][1,3]diazepine FC1=C(C(=CC=C1)F)C1=NC2=C(C=3C(N1)=NN(C3)C3=CC=CC=C3)NN=C2